2,2'-(4,10-dibenzyl-1,4,7,10-tetraazacyclododecane-1,7-diyl)diacetic acid C(C1=CC=CC=C1)N1CCN(CCN(CCN(CC1)CC(=O)O)CC1=CC=CC=C1)CC(=O)O